7-chloro-4-(4-chlorophenyl)-1-(2-methylpyridin-3-yl)-4,5-dihydropyrrolo[2,3,4-de]quinazolin-2(1H)-one ClC=1C=C2C=3C(=NC(N(C3C1)C=1C(=NC=CC1)C)=O)N(C2)C2=CC=C(C=C2)Cl